2-benzenedimethanol C=1(C(=CC=CC1)CO)CO